5-(2-((7-chloro-2-(1-methylazetidin-3-yl)-1,2,3,4-tetrahydroisoquinolin-6-yl)amino)-5-(trifluoromethyl)pyrimidin-4-yl)thiophene-3-carboxamide ClC1=C(C=C2CCN(CC2=C1)C1CN(C1)C)NC1=NC=C(C(=N1)C1=CC(=CS1)C(=O)N)C(F)(F)F